COC=1C=CC(=NC1)C#CC 5-methoxy-2-(prop-1-yn-1-yl)pyridine